OC(C(C(=O)O)(C)C)(O)C(C(C)(C)C)=O.OCC(COC(C(CO)(C)C)=O)(C)C 3-hydroxy-2,2-dimethylpropionic acid 3-hydroxy-2,2-dimethylpropyl ester (hydroxypivalyl hydroxypivalate)